3-(2-propenyl)-2-pyrrolidone C(C=C)C1C(NCC1)=O